FC(OC=1C=NC(=NC1)N[C@@H]1C[C@H](CC1)NC1=C(C(N(C=C1)C=1C=NC=CC1)=O)C(=O)O)F ((1S,3S)-3-((5-(difluoromethoxy)pyrimidin-2-yl)amino)cyclopentyl)amino-2-oxo-2H-[1,3'-bipyridine]-3-carboxylic acid